CP(=O)(C)CC#N 2-(dimethylphosphoryl)acetonitrile